ClC1=C(C=CC=C1OC)C1=CC2=C(N=C(N=C2)N[C@H]2[C@H](COC2)NC(C=C)=O)C(=N1)NCCN1CCN(CC1)C N-((3R,4S)-4-((6-(2-chloro-3-methoxyphenyl)-8-((2-(4-methylpiperazin-1-yl)ethyl)amino)pyrido[3,4-d]pyrimidin-2-yl)amino)tetrahydrofuran-3-yl)acrylamide